[N+](=O)([O-])C1=C(C=CC=C1)C1=CC=CC=C1 nitro-[1,1'-biphenyl]